[Co+2].N1=C(C=CC=C1)C1=NC=CC=C1.N1=C(C=CC=C1)C1=NC=CC=C1.N1=C(C=CC=C1)C1=NC=CC=C1 tris(2,2'-bipyridyl) cobalt (II)